2-(2,6-dioxopiperidin-3-yl)-3-oxo-N-((R)-1-phenylethyl)-2,3-dihydro-1H-indazole-6-carboxamide O=C1NC(CCC1N1NC2=CC(=CC=C2C1=O)C(=O)N[C@H](C)C1=CC=CC=C1)=O